N[C@@H]1C[C@@H](CCC1)NC1=NC2=C(C=C(C=C2C=N1)C1=CC(=C(C=C1)NS(=O)(=O)C1=C(C=CC=C1)Cl)F)CC N-(4-(2-(((1R,3S)-3-aminocyclohexyl)amino)-8-ethylquinazolin-6-yl)-2-fluoro-phenyl)-2-chloro-benzenesulfonamide